NC1=NC=C(C=N1)C=1N=CN2C1N(C(C1=CC(=CC(=C21)C(C)NC=2C(=NC(=CC2)F)C=2C=NN(C2)C)C)=O)C([2H])([2H])[2H] 3-(2-aminopyrimidin-5-yl)-9-(1-((6-fluoro-2-(1-methyl-1H-pyrazol-4-yl)pyridin-3-yl)amino)ethyl)-7-methyl-4-(methyl-d3)imidazo[1,5-a]quinazolin-5(4H)-one